((5-methyl-1-(tetrahydro-2H-pyran-2-yl)-1H-indazol-4-yl)oxy)-2,4-bis(methylthio)pyrimidine CC=1C(=C2C=NN(C2=CC1)C1OCCCC1)OC=1C(=NC(=NC1)SC)SC